NC=1OC2=C(N1)C=C(C=C2)C=2C(=C1C3=C(N=CN=C3C2)N2[C@H](CO1)CN(CC2)C(C=C)=O)Cl 1-[(8aS)-5-(2-Amino-1,3-benzoxazol-5-yl)-6-chloro-8a,9,11,12-tetrahydropyrazino[2',1':3,4][1,4]oxazepino[5,6,7-de]quinazolin-10(8H)-yl]prop-2-en-1-one